1-(3,5-dimethyl-phenyl)-7-neopentylnaphtho[2',3':4,5]thieno[2,3-c]pyridine CC=1C=C(C=C(C1)C)C1=NC=CC2=C1SC1=C2C=C2C=C(C=CC2=C1)CC(C)(C)C